di-n-propylammonium tetrakis(pentafluorophenyl)borate FC1=C(C(=C(C(=C1[B-](C1=C(C(=C(C(=C1F)F)F)F)F)(C1=C(C(=C(C(=C1F)F)F)F)F)C1=C(C(=C(C(=C1F)F)F)F)F)F)F)F)F.C(CC)[NH2+]CCC